ethyl 5-(benzyloxy)-7-cyano-2-methylbenzofuran-3-carboxylate C(C1=CC=CC=C1)OC=1C=C(C2=C(C(=C(O2)C)C(=O)OCC)C1)C#N